C(C)C(=O)NC1=C2C(CC(C2=CC=C1)(C)C)C N-ethylcarbonyl-1,1,3-trimethyl-4-aminoindan